1-(4-chloroindolin-1-yl)-2-(2-(phenoxymethyl)thiazol-4-yl)ethan-1-one ClC1=C2CCN(C2=CC=C1)C(CC=1N=C(SC1)COC1=CC=CC=C1)=O